N-methacryloyl-5-aminosalicylic acid C(C(=C)C)(=O)NC1=CC=C(C(C(=O)O)=C1)O